O[C@@H]1[C@@H]2CN([C@H](C1)CC2)C(=O)OC(C)(C)C tert-butyl (1S,4S,5S)-5-hydroxy-2-azabicyclo[2.2.2]octane-2-carboxylate